4-(1,3-dioxolan-2-yl)benzaldehyde O1C(OCC1)C1=CC=C(C=O)C=C1